[3-({1-[4-amino-7-benzyl-2-(ethoxymethyl)imidazo[4,5-c]quinolin-1-yl]-2-methylpropan-2-yl}amino)propyl]carbamic acid tert-butyl ester C(C)(C)(C)OC(NCCCNC(CN1C(=NC=2C(=NC=3C=C(C=CC3C21)CC2=CC=CC=C2)N)COCC)(C)C)=O